Methacryloylnonyltrimethoxysilane (9-Trimethoxysilylnonyl-methylprop-2-enoate) CO[Si](CCCCCCCCCC=C(C(=O)O)C)(OC)OC.C(C(=C)C)(=O)CO[Si](OC)(OC)CCCCCCCCC